FC1=CC=C(C=C1)C1N(CC(CC1)C)C(C(=O)NC=1C=C(C(=NC1)NC(OC(C)(C)C)=O)C(F)(F)F)=O tert-butyl N-[5-[[2-[2-(4-fluorophenyl)-5-methyl-1-piperidyl]-2-oxo-acetyl]amino]-3-(trifluoromethyl)-2-pyridyl]carbamate